2-isopropyl-6-(1-(methylsulfonyl)ethyl)phenol C(C)(C)C1=C(C(=CC=C1)C(C)S(=O)(=O)C)O